C(C1=CC=CC=C1)N[C@@H]([C@@H](O)C)C(=O)O benzyl-L-allothreonine